5-chloro-N-(3-chloro-4-(pyridin-2-ylmethoxy)phenyl)-6-nitroquinazolin-4-amine ClC1=C2C(=NC=NC2=CC=C1[N+](=O)[O-])NC1=CC(=C(C=C1)OCC1=NC=CC=C1)Cl